ClC1=NC2=CC=C(C=C2C(=C1)NCC1=C(C=C(C=C1)OC)OC)OC 2-chloro-N-(2,4-dimethoxybenzyl)-6-methoxyquinolin-4-amine